C1(=CC=CC2=CC=CC=C12)C(C)NCCC1=C(C=C(C(=C1)OC)OC)OC 1-(naphthalen-1-yl)-N-(2,4,5-trimethoxyphenethyl)-ethan-1-amine